3-[(3-chloro-2-methoxyphenyl)amino]-2-(3-{[(2R)-1-(2-fluoroprop-2-enoyl)azetidin-2-yl]methoxy}pyridin-4-yl)-1H,5H,6H,7H-pyrrolo[3,2-c]pyridin-4-one ClC=1C(=C(C=CC1)NC1=C(NC2=C1C(NCC2)=O)C2=C(C=NC=C2)OC[C@@H]2N(CC2)C(C(=C)F)=O)OC